Rac-6-(1-Isopropyl-1H-pyrazol-3-yl)-4-(3-(methoxymethyl)pyrrolidin-1-yl)-5-methyl-2-(pyridin-2-yl)thieno[2,3-d]pyrimidine C(C)(C)N1N=C(C=C1)C1=C(C2=C(N=C(N=C2N2C[C@@H](CC2)COC)C2=NC=CC=C2)S1)C |r|